2-(hydroxymethyl)benzenesulfonate OCC1=C(C=CC=C1)S(=O)(=O)[O-]